N-Boc-N'-(4-tert-butylphenyl)hydrazine C(=O)(OC(C)(C)C)NNC1=CC=C(C=C1)C(C)(C)C